O=C1N(CC2=CC=C(C=C12)CNC=1OC(=NN1)C1=CC=C(C=C1)OC(F)(F)F)C1C(NC(CC1)=O)=O 3-(1-oxo-6-(((5-(4-(trifluoromethoxy)phenyl)-1,3,4-oxadiazol-2-yl)amino)methyl)isoindolin-2-yl)piperidine-2,6-dione